C(#N)C1=CC(=CC=2N=C(OC21)C=2C(=C(C=CC2)C2=C(C(=CC=C2)NC(=O)C2=NN1C(C(CCC1)O)=C2)C)C)CN2C[C@@H](CC2)C(=O)O (3R)-1-((7-cyano-2-(3'-(4-hydroxy-4,5,6,7-tetrahydropyrazolo[1,5-a]pyridine-2-carboxamido)-2,2'-dimethyl-[1,1'-biphenyl]-3-yl)benzo[d]oxazol-5-yl)methyl)pyrrolidine-3-carboxylic acid